O=C1N(CCC(N1)=O)N1C(C2=CC=C(C=C2C1=O)CN1CCC(CC1)C1=NOC=C1)=O 2-(2,4-dioxotetrahydropyrimidin-1(2H)-yl)-5-((4-(isoxazol-3-yl)piperidin-1-yl)methyl)isoindoline-1,3-dione